C(C)(C)(C)OC(N[C@H](CC1=C(C=C(C(=C1)F)F)F)CC(N1CC=2N(CC1)C(=NN2)C(F)(F)F)=O)=O (R)-tert-butyl-4-oxo-4-(3-(trifluoromethyl)-5,6-dihydro-[1,2,4]triazolo[4,3-a]pyrazin-7(8H)-yl)-1-(2,4,5-trifluorophenyl)butan-2-ylcarbamate